ClC1=CC=C(C=C1)N1C[C@@H](CC1)C(=O)N[C@@H]([C@H](O)C1=CC2=C(OCCO2)C=C1)CN1CCCCC1 (R)-1-(4-chlorophenyl)-N-((1R,2R)-1-(2,3-dihydrobenzo[b][1,4]dioxin-6-yl)-1-hydroxy-3-(piperidin-1-yl)propan-2-yl)pyrrolidine-3-carboxamide